FC1=C(C(=C(C(=C1F)F)F)F)[B-](C1=C(C(=C(C(=C1F)F)F)F)F)(C1=C(C(=C(C(=C1F)F)F)F)F)C1=C(C(=C(C(=C1F)F)F)F)F.C[NH+](C1=CC=C(C=C1)CCCCCCCCCCCCCCCCCC)CCCCCCCCCC N-methyl-4-octadecyl-N-decylanilinium [tetrakis(perfluorophenyl) borate]